thiosalicylic acid methyl-trioctyl-ammonium salt C[N+](CCCCCCCC)(CCCCCCCC)CCCCCCCC.C(C=1C(S)=CC=CC1)(=O)[O-]